2-((3-(cis-2-hydroxy-2-methylcyclobutoxy)-1-(methyl-d3)-1H-pyrazol-4-yl)amino)-7-((S)-1-methoxypropane-2-yl)-7H-pyrrolo[2,3-d]pyrimidine-6-carbonitrile O[C@@]1([C@@H](CC1)OC1=NN(C=C1NC=1N=CC2=C(N1)N(C(=C2)C#N)[C@H](COC)C)C([2H])([2H])[2H])C